ethyl trans-1-{[(benzyloxy) carbonyl] amino}-3-ethoxycyclobutane-1-carboxylate C(C1=CC=CC=C1)OC(=O)NC1(CC(C1)OCC)C(=O)OCC